C(C1=CC=CC=C1)(=O)O.N1C(=O)NC(=O)NC1=O isocyanuric acid compound with benzoic acid